C(C)(C)(C)OC(NCC(=O)C1SCCCS1)=O tert-butyl(2-(1,3-dithian-2-yl)-2-oxoethyl)carbamate